[Cl-].C(CCCCCCCCCCC)N1C=NC=C1 1-dodecylimidazole chloride